C(C)(C)(C)P([O-])([O-])=O.[Ca+2] calcium t-butylphosphonate